4-(5-(1-(tert-Butoxycarbonyl)-3,5-dimethyl-1H-pyrazol-4-yl)benzo[d]oxazol-2-yl)pyridinecarboxylic acid ethyl ester C(C)OC(=O)C1=NC=CC(=C1)C=1OC2=C(N1)C=C(C=C2)C=2C(=NN(C2C)C(=O)OC(C)(C)C)C